CC1=C(C=CC=C1C)[C@H](C)C=1N=CN(C1)C(=O)OC(C)(C)C TERT-BUTYL (S)-4-(1-(2,3-DIMETHYLPHENYL)ETHYL)-1H-IMIDAZOL-1-CARBOXYLAT